BrC=1C=CC=2N(C3=CC=C(C=C3SC2C1)Br)CCP(O)(O)=O [2-(3,7-dibromo-10H-phenothiazin-10-yl)ethyl]phosphonic acid